2-(di-cyclohexylphosphino)ethane-1-sulfonic acid C1(CCCCC1)P(CCS(=O)(=O)O)C1CCCCC1